5-fluoro-4-(7'-fluoro-2'-methylspiro[cyclopentane-1,3'-indol]-5'-yl)-N-(5-(piperidin-4-yl)pyridin-2-yl)pyrimidin-2-amine FC=1C(=NC(=NC1)NC1=NC=C(C=C1)C1CCNCC1)C=1C=C2C3(C(=NC2=C(C1)F)C)CCCC3